N1CSC2CNC=CC=C21 tetrahydro-4H-thiazolo[5,4-c]azepine